C(C)(C)(C)OC(NC1CCC(CC1)NC1=NC=CC(=N1)C=1C(=NC=CC1)OC1=CC(=C(C=C1)N)F)=O tert-Butyl-(1s,4s)-4-(4-(2-(4-amino-3-fluorophenoxy)-pyridin-3-yl)pyrimidin-2-ylamino)cyclohexylcarbamate